3-[2-oxo-6-(4-piperidylamino)benzo[cd]indol-1-yl]piperidine-2,6-dione O=C1N(C2=CC=C(C=3C2=C1C=CC3)NC3CCNCC3)C3C(NC(CC3)=O)=O